CCC(C=1NC=CN1)NCCCCCCN N'-(2-methyl-1-imidazolylethyl)-hexamethylenediamine